2-(4-cyclopropyl-6-methoxypyrimidin-5-yl)-9-(4-(1-isopropyl-4-(trifluoromethyl)-1H-imidazol-2-yl)benzyl)-9H-imidazo[2,1-f]purine C1(CC1)C1=NC=NC(=C1C=1N=CC=2N3C(N(C2N1)CC1=CC=C(C=C1)C=1N(C=C(N1)C(F)(F)F)C(C)C)=NC=C3)OC